tri(2-ethylhexyl) aconitate C(C=C(C(=O)OCC(CCCC)CC)CC(=O)OCC(CCCC)CC)(=O)OCC(CCCC)CC